ClC=1C=C(CB(OC2=CC=CC=C2)OC2=CC=CC=C2)C=C(C1)Cl 3,5-dichlorobenzyl-diphenylboronic acid